BrC1=CC=C(C=C1)C1(CC1)C1(CC1)O 1-[1-(4-bromophenyl)cyclopropyl]cyclopropyl alcohol